N1N=NC2=C1C=C(C=C2)C=2N=CC1=C(N2)C=NC(=C1)N(C1CCNCC1)C 2-(1H-benzo[d][1,2,3]-triazol-6-yl)-N-methyl-N-(piperidin-4-yl)pyrido-[3,4-d]pyrimidin-6-amine